N1=C(C=CC=C1)SS[C@@H]([C@H](C)O)C (2S,3R)-3-(2-pyridyldithio)butan-2-ol